NC1=NC=2C=C(C(=CC2C=2N1N=C(N2)C2CC(CCC2)(O)C=2C=NN(C2)CC)F)OC 3-(5-amino-9-fluoro-8-methoxy-[1,2,4]triazolo[1,5-c]quinazolin-2-yl)-1-(1-ethyl-1H-pyrazol-4-yl)cyclohexan-1-ol